Tert-butyl 2-((6-bromo-5-fluoropyridin-3-yl) methyl)-1-(2-methoxyethyl)-1H-benzo[d]imidazole-6-carboxylate BrC1=C(C=C(C=N1)CC1=NC2=C(N1CCOC)C=C(C=C2)C(=O)OC(C)(C)C)F